C(#N)C=1C(=NC(=CC1)CC(C)C)N1CCN(CC1)C(=O)OC(C)(C)C tert-Butyl 4-(3-cyano-6-isobutyl-2-pyridyl)piperazine-1-carboxylate